{3-[(3S,4S)-4-amino-3-methyl-2-oxa-8-azaspiro[4.5]decan-8-yl]-6-{[3-chloro-2-(3-methanesulfonylazetidin-1-yl)pyridin-4-yl]mercapto}-5-methylpyrazin-2-yl}methanol N[C@@H]1[C@@H](OCC12CCN(CC2)C=2C(=NC(=C(N2)C)SC2=C(C(=NC=C2)N2CC(C2)S(=O)(=O)C)Cl)CO)C